N-cyclopropyl-N-(2-(5-fluoro-1H-pyrrolo[2,3-b]pyridin-3-yl)ethyl)cyclopropanamine hydrochloride Cl.C1(CC1)N(C1CC1)CCC1=CNC2=NC=C(C=C21)F